1-[3-(2-chloro-6-methyl-4-pyridinyl)-2-(3-cyanophenyl)pyrazolo[1,5-a]pyrimidin-5-yl]azetidine-3-carboxylic acid ClC1=NC(=CC(=C1)C=1C(=NN2C1N=C(C=C2)N2CC(C2)C(=O)O)C2=CC(=CC=C2)C#N)C